ClC1=C2C3(C(N(C2=CC=C1)C1=C(C(=CC=C1)Cl)F)=O)C1(NC(C3)C(=O)NC3CCC(CC3)CO)CCCCC1 chloro-(3-chloro-2-fluoro-phenyl)-N-[4-(hydroxymethyl)cyclohexyl]-oxo-dispiro[cyclohexane-1,2'-pyrrolidine-3',3''-indoline]-5'-carboxamide